(1r,2s)-2-{3-[(5-methoxy-2-methylpyrimidin-4-yl)amino]-1H-indazol-6-yl}-5'-methyl-spiro[cyclopropane-1,3'-indol]-2'(1'H)-one COC=1C(=NC(=NC1)C)NC1=NNC2=CC(=CC=C12)[C@@H]1C[C@@]12C(NC1=CC=C(C=C21)C)=O